tert-butyl 4-(1-hydroxyethyl)piperidine-1-carboxylate OC(C)C1CCN(CC1)C(=O)OC(C)(C)C